ethyl 1-[4-[4-[5-[1-[2-(methoxymethyl)phenyl]ethoxycarbonylamino]-1-methyl-triazol-4-yl]-1-piperidyl] phenyl]cyclopropanecarboxylate COCC1=C(C=CC=C1)C(C)OC(=O)NC1=C(N=NN1C)C1CCN(CC1)C1=CC=C(C=C1)C1(CC1)C(=O)OCC